(R)-N-(4-(8-ethyl-6-((R)-1-methyl-1,2,3,4-tetrahydroisoquinoline-2-carbonyl)imidazo[1,2-b]pyridazin-2-yl)-3-fluorophenyl)-3-hydroxypyrrolidine-1-carboxamide C(C)C=1C=2N(N=C(C1)C(=O)N1[C@@H](C3=CC=CC=C3CC1)C)C=C(N2)C2=C(C=C(C=C2)NC(=O)N2C[C@@H](CC2)O)F